C(C)C1=CC=C(C=C1)C1=CC=CC=C1 4'-ethylbiphenyl